BrC1=CC(=NC=C1)CNC(C(C)C)=O N-[(4-bromopyridin-2-yl)methyl]-2-methylpropanamide